2-[tert-butyl(dimethyl)silyl]oxyethyl (2R,3S,4S,5R)-3-[2-[2-[tert-butyl(dimethyl)silyl]oxyethoxy]-3,4-difluoro-phenyl]-4,5-dimethyl-5-(trifluoromethyl)tetrahydrofuran-2-carboxylate [Si](C)(C)(C(C)(C)C)OCCOC1=C(C=CC(=C1F)F)[C@H]1[C@@H](O[C@]([C@H]1C)(C(F)(F)F)C)C(=O)OCCO[Si](C)(C)C(C)(C)C